Cl.CC1=C(CNC=2C=3N(C=C(C2)NC(=O)NCC(=O)O)C(=C(N3)C)C)C(=CC=C1)C ((8-((2,6-dimethylbenzyl)amino)-2,3-dimethylimidazo[1,2-a]pyridin-6-yl)carbamoyl)glycine hydrochloride